[Cl-].C(C)N1C(N(C=C1)C)C 1-ethyl-methyl-3-methylimidazole chloride